C[C@@H]1N(C[C@H](N(C1)C(C1=CC=C(C=C1)C)C1=NC=CC(=C1)C)C)C1=CC(N(C=2C=CC(=NC12)C#N)C)=O 8-((2S,5R)-2,5-dimethyl-4-((4-methylpyridin-2-yl)(p-tolyl)methyl)piperazin-1-yl)-5-methyl-6-oxo-5,6-dihydro-1,5-naphthyridine-2-carbonitrile